2-hydroxy-3-{4-[(2-{3-[(4-methanesulfonyl-2-methoxyphenyl) amino]prop-1-yn-1-yl}-1-(2,2,2-trifluoroethyl)-1H-indol-4-yl) amino]piperidin-1-yl}propyl 2-methylpropanoate CC(C(=O)OCC(CN1CCC(CC1)NC1=C2C=C(N(C2=CC=C1)CC(F)(F)F)C#CCNC1=C(C=C(C=C1)S(=O)(=O)C)OC)O)C